C(C=C)(=O)OCCCCCCOC1=CC=C(C(=O)OC2=C(C=C(C=C2)OC(C2=CC=C(C=C2)OCCCCCCOC(C=C)=O)=O)C)C=C1 2-methyl-1,4-phenylene bis(4-((6-(acryloyloxy) hexyl)oxy)benzoate)